BrC=1C=C2C(NC(N(C2=CC1)C1=C(C(=C(C=C1)F)F)F)=S)=O 6-Bromo-(2,3,4-trifluorophenyl)-4-oxo-2-thioxo-1,2,3,4-tetrahydroquinazoline